C\C(=C/COC(\C(=C\C)\C)=O)\CCC=C(C)C (2E)-2-methyl-2-butenoic acid (2E)-3,7-dimethyl-2,6-octadien-1-yl ester